4-((Pentafluoro-λ6-sulfanyl)methylen)-2,2-diphenyltetrahydrofuran FS(F)(F)(F)(F)C=C1CC(OC1)(C1=CC=CC=C1)C1=CC=CC=C1